ClC1=NC=C(C=C1C(=O)O)OCC1(CC1)NS(=O)(=O)C(F)(F)F 2-chloro-5-[[1-(trifluoromethylsulfonylamino)cyclopropyl]methoxy]pyridine-3-carboxylic acid